C(C1=CC=CC=C1)OC1=C(C=C(C(=O)N2[C@@H](CC(C2)(F)F)C(=O)N2[C@@H](CCC2)C#N)C=C1OC)OC (S)-1-((2S)-1-(4-(benzyloxy)-3,5-dimethoxybenzoyl)-4,4-difluoropyrrolidine-2-carbonyl)pyrrolidine-2-carbonitrile